C(C1=CC=CC=C1)(=O)OC1(C(N(C(C1([2H])[2H])([2H])[2H])C)=O)C#C 3-ethynyl-1-methyl-2-oxopyrrolidin-3-yl-4,4,5,5-d4 benzoate